1,4-bis(1H-pyrazol-4-yl)2,1,3-benzoselenadiazole N1N=CC(=C1)N1[Se]NC2=C1C=CC=C2C=2C=NNC2